ClC1=NC=C(C(=N1)NC1COCC1)OC 2-chloro-5-methoxy-N-(tetrahydrofurane-3-yl)pyrimidin-4-amine